1-[2-(trifluoro-methyl)-pyrimidin-5-yl]-methanamine FC(C1=NC=C(C=N1)CN)(F)F